N-[[(1S,3R)-3-[[5-[3-(methoxymethyl)-6-oxo-pyridazin-1-yl]-2-pyridyl]amino]cyclopentyl]methyl]-3-methyl-isoxazole-5-carboxamide COCC1=NN(C(C=C1)=O)C=1C=CC(=NC1)N[C@H]1C[C@H](CC1)CNC(=O)C1=CC(=NO1)C